C(C)N[C@H](C)C1=CC=C(C=C1)C(F)(F)F (R)-N-ethyl-1-(4-(trifluoromethyl)phenyl)ethane-1-amine